ClC=1C(=CC(=C(C1)S(=O)(=O)NC=1SC=CN1)F)NCCCCNCC1NCC2=CC=CC=C2C1 5-chloro-2-fluoro-4-({4-[(1,2,3,4-tetrahydroisoquinolin-3-ylmethyl)amino]butyl}amino)-N-1,3-thiazol-2-ylbenzenesulfonamide